N-(4-chloropyridin-2-yl)-3,5-dimethylisoxazol-4-amine ClC1=CC(=NC=C1)NC=1C(=NOC1C)C